Methyl-((S)-1-(8-bromodibenzo[b,d]furan-3-yl)-2,2,2-trifluoroethyl)-L-leucine methyl ester COC([C@@H](N([C@H](C(F)(F)F)C=1C=CC2=C(OC3=C2C=C(C=C3)Br)C1)C)CC(C)C)=O